dimethanocycloocta[l]cyclopenta[def]phenanthrene C12C(=C3C=4C=5C6=C(C=CC=C6C6=C(C15)C=CC=CC=C6)C4C3)C2